ClC1=CC=C(C=C1)C1=NN2C=NC=3C(=CC=CC3C2=N1)C(F)(F)F 2-(4-chlorophenyl)-7-(trifluoromethyl)[1,2,4]triazolo[1,5-c]quinazolin